CC=1C=C(C=CC1OC(F)(F)F)C1CCN(CC1)C(=O)C1CC2(C1)NC(CC2)=O (2r,4s)-2-(4-(3-methyl-4-(trifluoromethoxy)phenyl)piperidine-1-carbonyl)-5-azaspiro[3.4]octan-6-one